C(C)(C)(C)OC(=O)N(C1CC2=C(OC1)C(=C(S2)C(=O)O)Cl)CC2=CC(=C(C=C2)C)C 6-((tert-butoxycarbonyl)(3,4-dimethylbenzyl)amino)-3-chloro-6,7-dihydro-5H-thieno[3,2-b]pyran-2-carboxylic acid